4-(4-Methoxybenzyl)-1-(4-propylphenyl)piperidine COC1=CC=C(CC2CCN(CC2)C2=CC=C(C=C2)CCC)C=C1